bis(1H-imidazol-1-yl)methanethione N1(C=NC=C1)C(=S)N1C=NC=C1